1,3-dihydroxyprop-2-yl octadecanoate C(CCCCCCCCCCCCCCCCC)(=O)OC(CO)CO